4-(dimethylaminomethyl)-5-hydroxy-1-methyl-2-(phenylthiomethyl)-1H-indole-3-carboxylic acid ethyl ester C(C)OC(=O)C1=C(N(C2=CC=C(C(=C12)CN(C)C)O)C)CSC1=CC=CC=C1